FC(S(=O)(=O)C1=CC=C(C#N)C=C1)(F)F 4-(trifluoromethyl-sulfonyl)benzonitrile